C(#N)N1C2(COC2)C[C@@H](C1)NC(=O)C1=NNC(=C1)C1=C(C=CC=C1)OC1=CC=CC=C1 (S)-N-(5-cyano-2-oxa-5-azaspiro[3.4]octan-7-yl)-5-(2-phenoxyphenyl)-1H-pyrazole-3-carboxamide